6-(1-(1-(1-acryloyl-4-fluoropiperidine-4-carbonyl)piperidin-4-yl)-1H-pyrazol-4-yl)-4-methoxypyrazolo[1,5-a]pyridine-3-carbonitrile C(C=C)(=O)N1CCC(CC1)(C(=O)N1CCC(CC1)N1N=CC(=C1)C=1C=C(C=2N(C1)N=CC2C#N)OC)F